5-methoxy-2-(5-methyl-1-((2-(trimethylsilyl)ethoxy)methyl)-1H-pyrazol-4-yl)pyrido[3,4-d]pyrimidine COC1=CN=CC=2N=C(N=CC21)C=2C=NN(C2C)COCC[Si](C)(C)C